(+-)-1-(2-bromo-5-(trifluoromethyl)phenyl)ethane-1-amine hydrochloride Cl.BrC1=C(C=C(C=C1)C(F)(F)F)[C@@H](C)N |r|